ClC=1C2=C(N=CN1)N(C=C2Cl)[C@H]2[C@H]([C@@H]([C@H](O2)CO)O)F (2R,3R,4S,5R)-5-{4,5-dichloro-7H-pyrrolo[2,3-d]pyrimidin-7-yl}-4-fluoro-2-(hydroxymethyl)oxolan-3-ol